C(C)(=O)N1[C@@H]([C@H](N(CC1)C(C=C)=O)CC#N)C1=CC(=NC(=C1)Cl)C1=CC(=NC=N1)C(=O)NC 6-(4-((2R,3R)-1-acetyl-4-acryloyl-3-(cyanomethyl)piperazin-2-yl)-6-chloropyridin-2-yl)-N-methylpyrimidine-4-carboxamide